2-pentyl-9,10-bis(n-butoxy)anthracene C(CCCC)C1=CC2=C(C3=CC=CC=C3C(=C2C=C1)OCCCC)OCCCC